BrC1=C2C=C(CC2=CC=2CCCC12)C 4-bromo-2-methyl-1,5,6,7-tetrahydro-s-indacene